NC1=C2C(=C3C(=N1)C=C(N3)C(=O)N([C@@H]3COCC[C@H]3OC)CC3=NC=C(C=C3)C3=C(C=CC=C3F)F)CO[C@@H]2C (R)-5-amino-N-((5-(2,6-difluorophenyl)pyridin-2-yl)methyl)-N-((3R,4R)-4-methoxytetrahydro-2H-pyran-3-yl)-6-methyl-6,8-dihydro-1H-furo[3,4-d]pyrrolo[3,2-b]pyridine-2-carboxamide